C(C)OC(=O)C1=CSC(=C1C(=O)OCC)N=CC=1SC(=CC1)[N+](=O)[O-] 5-(5-nitrothiophene-2-yl)methyleneaminothiophene-3,4-dicarboxylic acid diethyl ester